(M)-aspartic acid N[C@@H](CC(=O)O)C(=O)O